2-(4-(5-(2-(2,6-dimethylpyridin-4-yl)-3-methyl-1H-indol-6-yl)pyridin-2-yl)piperazin-1-yl)-N,N-dimethylethan-1-amine CC1=NC(=CC(=C1)C=1NC2=CC(=CC=C2C1C)C=1C=CC(=NC1)N1CCN(CC1)CCN(C)C)C